FC(C(C)(O)C)(C1=C(C=CC=C1)[C@@H](C)NC1=NC(=NC2=CC(=C(C=C12)OCCOC)OC)C)F (R)-1,1-Difluoro-1-(2-(1-((7-methoxy-6-(2-methoxyethoxy)-2-methylquinazolin-4-yl)amino)ethyl)phenyl)-2-methylpropan-2-ol